5-(3-(2,4-difluoro-3-(methylsulfonylamino)benzoyl)-1-(tetrahydro-2H-pyran-2-yl)-1H-pyrazolo[3,4-b]pyridin-5-yl)picolinic acid methyl ester COC(C1=NC=C(C=C1)C=1C=C2C(=NC1)N(N=C2C(C2=C(C(=C(C=C2)F)NS(=O)(=O)C)F)=O)C2OCCCC2)=O